4-[4-({6-chloropyrido[3,2-d]pyrimidin-4-yl}amino)-2-methylphenoxy]-1-(difluoromethyl)pyridin-2-one ClC=1C=CC=2N=CN=C(C2N1)NC1=CC(=C(OC2=CC(N(C=C2)C(F)F)=O)C=C1)C